5-benzyl 1-ethyl (2-(3,4-difluorophenyl)cyclopropane-1-carbonyl)glycyl-L-valyl-D-glutamate FC=1C=C(C=CC1F)C1C(C1)C(=O)NCC(=O)N[C@@H](C(C)C)C(=O)N[C@H](CCC(=O)OCC1=CC=CC=C1)C(=O)OCC